N[C@@H](CC1=CC=CC=C1)[B-](F)(F)F [(1R)-1-amino-2-phenylethyl]trifluoroboranuide